[Br-].C[NH3+] methyl-ammonium bromide